1-(3-chloro-2-fluorobenzyl)-4-((3,5-difluoro-4-(1-fluoroethyl)-6-((5-methyl-1H-pyrazol-3-yl)amino)pyridin-2-yl)methyl)piperidine-4-carboxylic acid ClC=1C(=C(CN2CCC(CC2)(C(=O)O)CC2=NC(=C(C(=C2F)C(C)F)F)NC2=NNC(=C2)C)C=CC1)F